S1C(=CC=C1)C=CC=C 1-(2-thienyl)-1,3-butadiene